(E)-2-cyano-3-(4-nitrophenyl)-N-(5-(thiophen-2-yl)-1,3,4-thiadiazol-2-yl)allylamide C(#N)\C(\C[NH-])=C(/C1=CC=C(C=C1)[N+](=O)[O-])\C=1SC(=NN1)C=1SC=CC1